phosphorolthiolate P1C(=CC=C1)[S-]